ClC1=C(C=C(C=C1)NC1=NC(=NC=C1C)Cl)NS(=O)(=O)C(C)(C)C N-(2-chloro-5-((2-chloro-5-methylpyrimidin-4-yl)amino)phenyl)-2-methylpropane-2-sulfonamide